C1([C@H](O)[C@@H](O)[C@H](O)[C@H](O1)CO)C(C(C(CCC(C(C)(O)C)O)=C)O)O glucosyl-7-methyl-3-methyleneoctane-1,2,6,7-tetrol